3-(3-chlorophenyl)-2-{3-[(2S)-pyrrolidin-2-ylmethoxy]pyridin-4-yl}-1H-pyrrolo[3,2-b]pyridine hydrochloride Cl.ClC=1C=C(C=CC1)C1=C(NC=2C1=NC=CC2)C2=C(C=NC=C2)OC[C@H]2NCCC2